CNC(C1=C(C=CC=C1)SC1=CC=C2C(=NNC2=C1)\C=C\C1=NC=CC=C1)=O N-methyl-2-[[3-[(E)-2-pyridin-2-ylvinyl]-1H-indazol-6-yl]sulfanyl]benzamide